fluoro-4-(3-morpholinobut-1-ynyl)phenol FC1=C(C=CC(=C1)C#CC(C)N1CCOCC1)O